ClC1=C(C=CC=C1)NC(=O)C=1C=NC(=C(C1)C1=NN(C=C1)C)OC1=CC=C(C=C1)C(F)(F)F N-(2-Chlorophenyl)-5-(1-methyl-1H-pyrazol-3-yl)-6-[4-(trifluoromethyl)phenoxy]pyridine-3-carboxamide